CS(=O)(=O)OCC1=C(C2=NC=CC(=C2S1)C1=NC(=CC(=C1C(=O)N1C[C@H](CC1)N(C)C(=O)OC(C)(C)C)C)C(F)(F)F)F (S)-(7-(3-(3-((tert-butoxycarbonyl)(methyl)amino)pyrrolidine-1-carbonyl)-4-methyl-6-(trifluoromethyl)pyridin-2-yl)-3-fluorothieno[3,2-b]pyridin-2-yl)methyl methanesulfonate